1-{2'-ethoxy-5-[(2R)-2-ethyl-4-(2,3,4-trifluorobenzoyl)piperazin-1-yl]-[2,3'-bipyridyl]-6-yl}methylamine C(C)OC1=NC=CC=C1C1=NC(=C(C=C1)N1[C@@H](CN(CC1)C(C1=C(C(=C(C=C1)F)F)F)=O)CC)CN